Cl.ClC=1C=CC(=NC1)C1(OC2=C(O1)C=CC=C2C2CCNCC2)C 5-chloro-2-(2-methyl-4-(piperidin-4-yl)benzo[d][1,3]dioxolan-2-yl)pyridine hydrochloride